Cl.FC1=CSC2=C1CCC(C2)NC 3-fluoro-N-methyl-4,5,6,7-tetrahydrobenzothiophen-6-amine hydrochloride